diethyl ether borate B(O)(O)O.C(C)OCC